COC1=NC=C(C2=C1N=C(S2)NC(=O)N2CCC1(C(NC(N1)=O)=O)CC2)C2CCOCC2 2,4-Dioxo-1,3,8-triaza-spiro[4.5]decane-8-carboxylic acid [4-methoxy-7-(tetrahydropyran-4-yl)-thiazolo[4,5-c]pyridin-2-yl]-amide